C(C(=C)C)(=O)O.C1(=CC=CC=C1)C1=CC=C(C=C1)C1=CC=CC=C1 para-terphenyl methacrylate